1-[(E)-4-bromobut-2-enyl]-5-chloro-7-methoxy-pyrazolo[4,3-d]pyrimidine BrC/C=C/CN1N=CC=2N=C(N=C(C21)OC)Cl